sulfanilamide compound with coumarin O1C(=O)C=CC2=CC=CC=C12.S(=O)(C1=CC=C(C=C1)N)(=O)N